CC1(CCC=2C(\C(\C3=CC=CC=C3C2C1)=N/[C@@H](CC(=O)O)C(=O)O)=O)C N-[(9Z)-3,3-dimethyl-10-oxo-1,2,3,4,9,10-hexahydrophenanthrene-9-ylidene]-L-aspartic acid